3-(tert-butyl)-N-(4-(5-(4-(4-((2-(2,6-dioxopiperidin-3-yl)-7-fluoro-1-oxoIsoindoline-5-yl)methyl)piperazin-1-yl)phenyl)-1H-indazol-3-yl)-2-methylbenzyl)-1,2,4-oxadiazole-5-formamide C(C)(C)(C)C1=NOC(=N1)C(=O)NCC1=C(C=C(C=C1)C1=NNC2=CC=C(C=C12)C1=CC=C(C=C1)N1CCN(CC1)CC=1C=C2CN(C(C2=C(C1)F)=O)C1C(NC(CC1)=O)=O)C